2-amino-5-(1-ethyl-1H-pyrazol-4-yl)pyridin tert-Butyl-3-{[2-(4-isopropylphenyl)imidazo[1,2-a]pyridin-3-yl]methyl}-3,8-diazabicyclo[3.2.1]octane-8-carboxylate C(C)(C)(C)OC(=O)N1C2CN(CC1CC2)CC2=C(N=C1N2C=CC=C1)C1=CC=C(C=C1)C(C)C.NC1=NC=C(C=C1)C=1C=NN(C1)CC